O=C/C=C/C=1C=C(C=NC1)C#N 5-[(1E)-3-oxoprop-1-en-1-yl]pyridine-3-carbonitrile